bis((2-indenyl)-(2-phenyl-1-indenyl)-methane) zirconium dichloride [Cl-].[Cl-].[Zr+2].C1C(=CC2=CC=CC=C12)CC1C(=CC2=CC=CC=C12)C1=CC=CC=C1.C1C(=CC2=CC=CC=C12)CC1C(=CC2=CC=CC=C12)C1=CC=CC=C1